4-(6-((2-Cyanoprop-2-yl)amino)chromane-2-carbonyl)piperazine-1-carboxylic acid tert-butyl ester C(C)(C)(C)OC(=O)N1CCN(CC1)C(=O)C1OC2=CC=C(C=C2CC1)NC(C)(C)C#N